(R)-N-(2-(4-Cyanothiazolidin-3-yl)-2-oxoethyl)-6-(3-(3,3,3-trifluoropropyl)azetidin-1-yl)quinoline-4-carboxamide C(#N)[C@H]1N(CSC1)C(CNC(=O)C1=CC=NC2=CC=C(C=C12)N1CC(C1)CCC(F)(F)F)=O